N-(3-(1-(1-(5-(5-(difluoromethyl)-1,3,4-oxadiazol-2-yl)pyridin-2-yl)ethyl)-1H-1,2,3-triazol-4-yl)phenyl)morpholine-4-carboxamide FC(C1=NN=C(O1)C=1C=CC(=NC1)C(C)N1N=NC(=C1)C=1C=C(C=CC1)NC(=O)N1CCOCC1)F